CC=1C=2N(C=C(N1)C)N=C(C2)C=2N=C1N(C(C2)=O)C=C(C=C1)N1CC(C1)N1CCCC1 2-(4,6-dimethylpyrazolo[1,5-a]pyrazin-2-yl)-7-[3-(pyrrolidin-1-yl)azetidin-1-yl]-4H-pyrido[1,2-a]pyrimidin-4-one